3-(4-(bromomethyl)-2-fluorophenyl)piperidine-2,6-dione BrCC1=CC(=C(C=C1)C1C(NC(CC1)=O)=O)F